(R)-3-chloro-4-((3,5-difluoropyridin-2-yl)methoxy-d2)-5',6-dimethyl-2'-(3-((S)-3-methyl-2-carbonyl-pyrrolidin-3-yl)-1H-pyrazol-1-yl)-2H-[1,4'-bipyridin]-2-one ClC=1C(N(C(=CC1OC([2H])([2H])C1=NC=C(C=C1F)F)C)C1=CC(=NC=C1C)N1N=C(C=C1)[C@@]1(C(NCC1)=C=O)C)=O